2-(2-(2-Fluoropyridin-4-yl)-6-isopropyl-4-(methoxy-methyl)phenyl)acetic acid tert-butyl ester C(C)(C)(C)OC(CC1=C(C=C(C=C1C(C)C)COC)C1=CC(=NC=C1)F)=O